C1=CNC=C1 monopyrrole